BrC=1C=C(C=CC1OC[C@@H](CCl)O)C(C)(C)C1=CC=C(OC[C@H](CN2N=NC(=C2CO)I)O)C=C1 (S)-1-(4-(2-(3-bromo-4-((S)-3-chloro-2-hydroxypropoxy)phenyl)propan-2-yl)phenoxy)-3-(5-(hydroxymethyl)-4-iodo-1H-1,2,3-triazol-1-yl)propan-2-ol